monoethyl malonate magnesium salt [Mg+].C(CC(=O)[O-])(=O)OCC